2-chloro-9-[(1R)-1-[4-[5-methoxy-3-(trifluoromethyl)pyrazol-1-yl]phenyl]ethyl]-7-(2,2,2-trifluoroethyl)purin-8-imine ClC1=NC=C2N(C(N(C2=N1)[C@H](C)C1=CC=C(C=C1)N1N=C(C=C1OC)C(F)(F)F)=N)CC(F)(F)F